(5-fluoro-2-(pyrimidin-2-yl)phenyl)methanone FC=1C=CC(=C(C1)C=O)C1=NC=CC=N1